2,5-di(t-butyl)hydroxytoluene C(C)(C)(C)C1=C(CO)C=C(C=C1)C(C)(C)C